5-hydroxy-6-oxo-6H-pyran-2-carboxylic acid OC1=CC=C(OC1=O)C(=O)O